1-(DIMETHYLAMINOMETHYL)CYCLOPENTANECARBOXALDEHYDE CN(C)CC1(CCCC1)C=O